NC1CN(CC1)C1=CC2=C(N=CN=C2NC2=C(C(=CC=C2)Cl)F)C=N1 6-(3-Aminopyrrolidin-1-yl)-N-(3-chloro-2-fluorophenyl)pyrido[3,4-d]pyrimidin-4-amine